tert-butyl 6-hydroxy-3-azabicyclo[3.2.0]heptane-3-carboxylate OC1C2CN(CC2C1)C(=O)OC(C)(C)C